NC=1C=2N(C3=C(N1)C=NC(=C3)C(=O)N3[C@@H]1[C@H](C[C@H](C3)F)OC3=C1C=CC(=C3)C(F)(F)F)C=NC2 |r| Rac-(4-aminoimidazo[1,5-a]pyrido[3,4-e]pyrazin-8-yl)((3R,4aS,9bS)-3-fluoro-7-(trifluoromethyl)-3,4,4a,9b-tetrahydrobenzofuro[3,2-b]pyridin-1(2H)-yl)methanone